palmityl-oxyhydroxypropyl-palmitamide C(CCCCCCCCCCCCCCC)OC(C(=O)N)(CCCCCCCCCCCCCC)CCCO